CN1N=CC=2C1=NC(=CC2N2CCC(CC2)C2=C(C=C(C=N2)N2C[C@@H]([C@@H](CC2)N)F)C)C (3s,4r)-1-[6-[1-(1,6-dimethylpyrazolo[3,4-b]pyridin-4-yl)-4-piperidinyl]-5-methyl-3-pyridinyl]-3-fluoro-piperidin-4-amine